FC=1C=C2C=C(N(C2=CC1\C=C\C=1N=CSC1)S(=O)(=O)C1=CC=CC=C1)CNC(=O)N1CCC1 (E)-N-((5-fluoro-1-(phenylsulfonyl)-6-(2-(thiazol-4-yl)vinyl)-1H-indol-2-yl)methyl)azetidine-1-carboxamide